C(C)OC(C=1N(C(C(=C(N1)C(=O)OCC)OCC)=O)C)OCC ethyl 2-(diethoxymethyl)-5-ethoxy-1-methyl-6-oxo-1,6-dihydropyrimidine-4-carboxylate